ClC=1C=C(CNC2=C3C(N(C(=NC3=CC=C2)C)C2C(NC(CC2)=O)=O)=O)C=CC1 3-(5-((3-chlorobenzyl)-amino)-2-methyl-4-oxoquinazolin-3(4H)-yl)piperidine-2,6-dione